CO[Si](C1=CC=CC=C1)(C)OC dimethoxy(methyl)(phenyl)silane